NCCNC(C)[Si](OCC)(OCC)OCC N-(β-aminoethyl)-α-aminoethyl-triethoxysilane